2-(6-(2-acryloyl-2,6-diazaspiro[3.4]octan-6-yl)-5-cyano-2-(((S)-1-methylpyrrolidin-2-yl)methoxy)pyrimidin-4-yl)-3-fluorobenzamide C(C=C)(=O)N1CC2(C1)CN(CC2)C2=C(C(=NC(=N2)OC[C@H]2N(CCC2)C)C2=C(C(=O)N)C=CC=C2F)C#N